ClC=1C=CC=C2[C@H](CCOC12)NC(=O)NC1=NN(C=C1)C1=CC=C(C=C1)CCN(C)C 1-[(4S)-8-chlorochroman-4-yl]-3-[1-[4-[2-(dimethylamino)ethyl]phenyl]pyrazol-3-yl]urea